(2-(3-phenethyl-4-methyl-2-oxo-2H-chromen-7-yloxy)ethoxy)-3-(benzenesulfonyl)-1,2,5-oxadiazol-2-oxide C(CC1=CC=CC=C1)C=1C(OC2=CC(=CC=C2C1C)OCCOC=1C(=[N+](ON1)[O-])S(=O)(=O)C1=CC=CC=C1)=O